NC12CCC(CC1)(CC2)C(=O)O 4-aminobicyclo[2.2.2]octan-1-carboxylic acid